OC(CN1N=CC(=C1)C=1C=CC2=C(N(CCC(=C2)C=2OC(=CN2)C)C(=O)C2=CC=C(C=C2)OC)C1)(C)C (8-(1-(2-Hydroxy-2-methylpropyl)-1H-pyrazol-4-yl)-4-(5-methyloxazol-2-yl)-2,3-dihydro-1H-benzo[b]azepin-1-yl)(4-methoxyphenyl)methanone